C(C)C1(CN(CCC1)C(=O)OC(C)(C)C)C(=O)[O-] 1-(tert-butyl) 3-ethylpiperidine-1,3-dicarboxylate